C(C)(C)(C)OC(=O)N1CC(CC1)CBr 3-(bromomethyl)pyrrolidine-1-carboxylic acid tert-butyl ester